C1(=CC=CC=C1)C=1C(=NNC1)OC1=C(C=C(C(=C1)C)[N+](=O)[O-])C 4-phenyl-3-(2,5-dimethyl-4-nitrophenoxy)-1H-pyrazole